SC1C(NC(C1)(C)C)(C)C 3-mercapto-2,2,5,5-tetramethylpyrrolidine